4-(6-isopropoxypyridin-3-yl)benzoic acid C(C)(C)OC1=CC=C(C=N1)C1=CC=C(C(=O)O)C=C1